Tert-butyl 2-{[2-(1-methyl-2,6-dioxopiperidin-3-yl)-1,3-dioxo-2,3-dihydro-1H-isoindol-4-yl]oxy}acetate CN1C(C(CCC1=O)N1C(C2=CC=CC(=C2C1=O)OCC(=O)OC(C)(C)C)=O)=O